(E)-5-(5-hydroxy-3-methoxy-2-(3-methylbut-2-en-1-yl)styryl)-3-methoxybenzene-1,2-diol OC=1C=C(C(=C(/C=C/C2=CC(=C(C(=C2)O)O)OC)C1)CC=C(C)C)OC